methyl 4-[2-(5-cyclopropyl-3,3-dimethyl-2-oxoindol-1-yl)acetamido]-4-methylpentanoate C1(CC1)C=1C=C2C(C(N(C2=CC1)CC(=O)NC(CCC(=O)OC)(C)C)=O)(C)C